10-methoxy-5H-dibenzo[b,f]azepine-5-formamide COC1=CC2=C(N(C3=C1C=CC=C3)C(=O)N)C=CC=C2